O.O=[Pt]=O dioxoplatinum hydrate